2-(2-chloro-4-(2-((1-(cyclopropylmethyl)-1H-benzo[d]imidazol-2-yl)amino)-2-oxoethyl)phenoxy)pyridine-3-carboxamide ClC1=C(OC2=NC=CC=C2C(=O)N)C=CC(=C1)CC(=O)NC1=NC2=C(N1CC1CC1)C=CC=C2